N-(2,4-difluoro-3-iodophenyl)cyclohexanesulfonamide FC1=C(C=CC(=C1I)F)NS(=O)(=O)C1CCCCC1